ClC1=C(CC2(CC(=NO2)CNC(=O)C2=NC=CC3=CC=CC=C23)C(=O)OCC)C=CC=C1 Ethyl 5-(2-chlorobenzyl)-3-((isoquinoline-1-carboxamido)methyl)-4,5-dihydroisoxazole-5-carboxylate